C(C1=CC=CC=C1)OC1=C(C=C(C=C1)S(=O)(=O)N1[C@@H](C2CC[C@H](C1)N2C(=O)OCCOC)C(=O)OCC)F 2-ethyl 8-(2-methoxyethyl) (2S,5R)-3-((4-(benzyloxy)-3-fluorophenyl)sulfonyl)-3,8-diazabicyclo[3.2.1]octane-2,8-dicarboxylate